C(C)(SC[C@@H]1CC[C@H](CC1)NC(=O)OC(C)(C)C)=O S-([trans-4-[(tert-Butoxycarbonyl)amino]cyclohexyl]methyl) ethanethioate